BrC1=C(C=C(C=C1)Cl)S(=O)(=O)C 1-Bromo-4-chloro-2-(methyl-sulfonyl)-benzene